3-chloro-N-[(1S)-1-(2,6-difluorophenyl)ethyl]-6-[6-(dimethylphosphoryl)pyridin-3-yl]-7-fluoro-2-methyl-1,5-naphthyridin-4-amine ClC=1C(=NC2=CC(=C(N=C2C1N[C@@H](C)C1=C(C=CC=C1F)F)C=1C=NC(=CC1)P(=O)(C)C)F)C